5-(1-{4-[3-(5-tert-butyl-isoxazol-3-yl)-ureido]-phenyl}-1H-Benzimidazol-5-yloxy)-valeric acid C(C)(C)(C)C1=CC(=NO1)NC(NC1=CC=C(C=C1)N1C=NC2=C1C=CC(=C2)OCCCCC(=O)O)=O